C1(CCCCC1)[C@H](C(F)F)NC(=O)C1C2(C1)COC1=C2C=C(C=C1)F cis-N-[(1R)-1-Cyclohexyl-2,2-difluoroethyl]-5-fluoro-2H-spiro[1-benzofuran-3,1'-cyclopropane]-2'-carboxamide